2-chloro-5-(4-fluoro-2-isopropoxy-phenyl)-4-methoxy-pyrimidine ClC1=NC=C(C(=N1)OC)C1=C(C=C(C=C1)F)OC(C)C